N-(4-fluorophenyl)-N-(4-{2-[2-(trifluoromethoxy)phenyl]acetylamino}pyridin-2-yl)acetamide FC1=CC=C(C=C1)N(C(C)=O)C1=NC=CC(=C1)NC(CC1=C(C=CC=C1)OC(F)(F)F)=O